[15-chloro-9-(methoxymethyl)-2,4,8,10,11-Pentaazatetracyclo-[11.4.0.02,6.08,12]heptadeca-1(17),3,5,9,11,13,15-heptaen-5-yl]methanol ClC=1C=C2C3=NN=C(N3CC3=C(N=CN3C2=CC1)CO)COC